C(C=C)(=O)O.N(=[N+]=[N-])C1=C(C(=C(C(=C1F)F)N=[N+]=[N-])F)F 4-azido-perfluorophenyl azide acrylate